N-(quinolin-4-yl)acetamide N1=CC=C(C2=CC=CC=C12)NC(C)=O